3-hydroxy-1-(6-methoxy-7-phenylisoquinolin-1-yl)propan-1-one OCCC(=O)C1=NC=CC2=CC(=C(C=C12)C1=CC=CC=C1)OC